6-(5-(2,6-difluorophenyl)-4-methyl-4H-1,2,4-triazol-3-yl)-5-fluoropyridin-2-ol FC1=C(C(=CC=C1)F)C=1N(C(=NN1)C1=C(C=CC(=N1)O)F)C